O[C@@H]1[C@@H](CN(CC1)C1=C(C(N(C=2C=CC(=NC12)C#N)C)=O)C#N)C |r| (+/-)-8-(cis-4-hydroxy-3-methylpiperidin-1-yl)-5-methyl-6-oxo-5,6-dihydro-1,5-naphthyridine-2,7-dicarbonitrile